CN1N=C(C=C1)C1=C(C=NC(=C1)N1CC2(C1)CCC2)C2CN(CC2)C(C=C)=O 1-(3-(4-(1-methyl-1H-pyrazol-3-yl)-6-(2-azaspiro[3.3]heptan-2-yl)pyridin-3-yl)pyrrolidin-1-yl)prop-2-en-1-one